2-Heptadecenal C(C=CCCCCCCCCCCCCCC)=O